O1CCN(CC1)[C@@H](C)C1=CC=C(C=C1)C=1C=C(C=2N=CN=C(C2N1)N[C@@H]1CNCCC1)C(=O)N 6-(4-((S)-1-morpholinoethyl)phenyl)-4-(((S)-piperidin-3-yl)amino)pyrido[3,2-d]pyrimidine-8-carboxamide